C(#N)C=1C(=CC(=NC1)NC(=O)C1=CN(C=2C1=NC(=C(C2)C=2C(=NN(C2)C)C)C=O)C)NCCOC N-(5-cyano-4-((2-methoxyethyl)amino)pyridin-2-yl)-5-formyl-6-(1,3-dimethyl-1H-Pyrazol-4-yl)-1-methyl-1H-pyrrolo[3,2-b]pyridine-3-carboxamide